2-((2-(diethylamino)ethyl)(ethyl)amino)1-ethanol C(C)N(CCN(CCO)CC)CC